COC=1C=C2C(=NC(=NC2=CC1OC)N1CCOCC1)NCC=1C(NC(=CC1C)C)=O 3-{[(6,7-dimethoxy-2-morpholinoquinazolin-4-yl)amino]Methyl}-4,6-dimethylpyridin-2(1H)-one